tert-butyl 5-(3-(4-(5-fluoro-4-(5-fluoro-2-methoxyphenyl)-1H-pyrrolo[2,3-b]pyridin-2-yl)piperidin-1-yl)propyl)-1-methyl-3,4-dihydroisoquinoline-2(1H)-carboxylate FC=1C(=C2C(=NC1)NC(=C2)C2CCN(CC2)CCCC2=C1CCN(C(C1=CC=C2)C)C(=O)OC(C)(C)C)C2=C(C=CC(=C2)F)OC